FC(C(C(F)(F)F)OC(=O)N1CCC2(CN(C2)CC2=C(C=C(C=C2)C2=CC=CC=C2)C)CC1)(F)F.COC1=CC(=CC=C1)C#CS(=O)(=O)C1=CC=CC=C1 1-methoxy-3-[(phenylsulfonyl)ethynyl]benzene 1,1,1,3,3,3-Hexafluoropropan-2-yl-2-((3-methyl-[1,1'-biphenyl]-4-yl)methyl)-2,7-diazaspiro[3.5]nonane-7-carboxylate